(1S,4R)-1-(3,4-dichlorophenyl)-2-oxa-5-azabicyclo[2.2.1]heptane ClC=1C=C(C=CC1Cl)[C@]12OC[C@H](NC1)C2